ClC1=C2C3=C(N=CN=C3C(=C1C1=C3C=NNC3=CC=C1F)F)N1[C@H](CO2)CNCC1 (8aS)-6-chloro-4-fluoro-5-(5-fluoro-1H-indazol-4-yl)-8,8a,9,10,11,12-hexahydropyrazino[2',1':3,4][1,4]oxazepino[5,6,7-de]quinazoline